CCC(=O)CC[2H] propione-d